2-methyl-butyric acid, 1-methylethyl ester CC(C(=O)OC(C)C)CC